CC1=C(C=CC(=C1C)O)O 2,3-dimethyl-1,4-benzenediol